benzoxazinediol tert-butyl-3-[5-[[1-(trifluoromethyl)cyclopropyl]methylamino]pyrazin-2-yl]azetidine-1-carboxylate C(C)(C)(C)C1N(CC1C1=NC=C(N=C1)NCC1(CC1)C(F)(F)F)C(=O)O.O1NC(=C(C2=C1C=CC=C2)O)O